3-[(3-chloro-2-methoxyphenyl)amino]-2-[2-[(1,4-dioxan-2-ylmethyl)amino]pyrimidin-4-yl]-1H,5H,6H,7H-pyrrolo[3,2-c]pyridin-4-one ClC=1C(=C(C=CC1)NC1=C(NC2=C1C(NCC2)=O)C2=NC(=NC=C2)NCC2OCCOC2)OC